6-methoxy-pyrimido[5,4-d]Pyrimidin-2-one COC=1N=CC=2NC(N=CC2N1)=O